OC1=C(C=CC=C1)[C@H](CN1C(N(C(C2=C1SC(=C2C)C=2OC=CN2)=O)C(C(=O)N)(C)C)=O)OC2CCOCC2 2-[1-[(2R)-2-(2-hydroxyphenyl)-2-(oxacyclohex-4-yloxy)ethyl]-5-methyl-6-(1,3-oxazol-2-yl)-2,4-dioxo-1H,2H,3H,4H-thieno[2,3-d]pyrimidin-3-yl]-2-methylpropanamide